C(C)(=O)[O-].C(C=C)[NH2+]CC=C diallylammonium acetate